6-thio-guanine N1C(N)=NC=2N=CNC2C1=S